BrC=1C(=CC(=C(C1)N1CC(CC1)O)F)OCC1=CC=CC=C1 1-(5-bromo-4-(benzyloxy)-2-fluorophenyl)pyrrolidin-3-ol